IC1=CC=C(C=C1)N1CC2N(CC1)CCC2 2-(4-Iodophenyl)octahydropyrrolo[1,2-a]pyrazine